Ethyl 3-((2S,4R,5R)-4-(7-(((1R,2S)-2-(3,4-difluorophenyl)cyclopropyl)amino)-5-(propylthio)-3H-[1,2,3]triazolo[4,5-d]pyrimidin-3-yl)-5-(hydroxymethyl)tetrahydrofuran-2-yl)propanoate FC=1C=C(C=CC1F)[C@H]1[C@@H](C1)NC=1C2=C(N=C(N1)SCCC)N(N=N2)[C@@H]2C[C@@H](O[C@H]2CO)CCC(=O)OCC